[N+](#[C-])C1=CC=C(C(=O)OCC(=O)NC2=CC=C(C=C2)C#C)C=C1 2-((4-ethynylphenyl)amino)-2-oxoethyl 4-isocyanobenzoate